ClC1=C(C(=CC=C1)Cl)C1(CN(C1)C1=CC=C(CN2CCC(CC2)C(=O)O)C=C1)F (4-(3-(2,6-dichlorophenyl)-3-fluoroazetidin-1-yl)benzyl)piperidine-4-carboxylic acid